5-chloro-N-((1r,4r)-4-((3-(2-(dimethylamino)pyridin-4-yl)-2-oxo-2,3-dihydro-1H-benzo[d]imidazol-1-yl)methyl)cyclohexyl)-2-methyl-nicotinamide ClC=1C=NC(=C(C(=O)NC2CCC(CC2)CN2C(N(C3=C2C=CC=C3)C3=CC(=NC=C3)N(C)C)=O)C1)C